CN(C/C=C/C(=O)N(CCOC=1C=NC=CC1C1=C(C2=NC=CC=C2N1)C1=CC=CC=C1)C)C (2E)-4-(dimethylamino)-N-methyl-N-(2-{[4-(3-phenyl-1H-pyrrolo[3,2-b]pyridin-2-yl)pyridin-3-yl]oxy}ethyl)but-2-enamide